FC(C1=NN(C=2C=NN(C(C21)=O)CC2=CC=C(C=C2)OC)CC(=O)OCC)F ethyl 2-(3-(difluoromethyl)-5-(4-methoxybenzyl)-4-oxo-4,5-dihydro-1H-pyrazolo[3,4-d]pyridazin-1-yl)acetate